5-chloro-1-(2,6-difluorobenzyl)-4-(2-((1,1-difluorobutan-2-yl)amino)ethyl)-1H-pyrazole-3-carboxylic acid ClC1=C(C(=NN1CC1=C(C=CC=C1F)F)C(=O)O)CCNC(C(F)F)CC